CNC(CO)(CO)NC 2,2-dimethylamino-1,3-propanediol